C(C=C)(=O)OCCCCCCCCCCCOC(C=C)=O 1,11-undecanediol diacrylate